CSCC1COCC1 3-((methylthio)methyl)tetrahydrofuran